(S)-2-((6-bromoquinazolin-4-yl)amino)-1-(4-methylpiperazin-1-yl)butan-1-one BrC=1C=C2C(=NC=NC2=CC1)N[C@H](C(=O)N1CCN(CC1)C)CC